C1=NC=C(C2=CC=CC=C12)C1=CC=C(C=C1)C=1C=NN(C1)CC(=O)OC(C)(C)C.OCCN(CCN(CCC[Si](OCC)(OCC)OCC)CCO)CCC[Si](OCC)(OCC)OCC bis(2-hydroxyethyl)-N,N'-bis(triethoxysilylpropyl) ethylenediamine tert-butyl 2-(4-(4-(isoquinolin-4-yl)phenyl)-1H-pyrazol-1-yl)acetate